BrC1=C(C=O)C=C(C(=C1Br)OS(=O)(=O)C1=CC=C(C=C1)OC(F)(F)F)OC 2,3-dibromo-5-methoxy-4-((4-trifluoromethoxyphenyl)sulfonyloxy)benzaldehyde